BrCC1=CC=2CC=3C(OC2C=C1)CCC3 7-(bromomethyl)-3,3a-dihydro-cyclopenta[b]chroman